isopropyl (2S)-2-({[(2S,3R,4S,5R)-5-[2-amino-6-(methylamino)purin-9-yl]-4-chloro-2,4-difluoro-3-hydroxyoxolan-2-yl]methoxy (phenoxy)phosphoryl}amino)propanoate NC1=NC(=C2N=CN(C2=N1)[C@H]1[C@@]([C@@H]([C@@](O1)(F)COP(=O)(OC1=CC=CC=C1)N[C@H](C(=O)OC(C)C)C)O)(F)Cl)NC